(2S)-1-{(2S)-4-tert-butoxy-2-[(tert-butoxycarbonyl)amino]-4-oxobutanoyl}pyrrolidine-2-carboxylic acid C(C)(C)(C)OC(C[C@@H](C(=O)N1[C@@H](CCC1)C(=O)O)NC(=O)OC(C)(C)C)=O